1,1,3-Tris(4-Cyanatophenyl)Propane O(C#N)C1=CC=C(C=C1)C(CCC1=CC=C(C=C1)OC#N)C1=CC=C(C=C1)OC#N